tert-butyl (2S)-4-allyl-2-(4-bromo-2-(hex-5-en-1-yloxy)phenyl)-4-hydroxypiperidine-1-carboxylate C(C=C)C1(C[C@H](N(CC1)C(=O)OC(C)(C)C)C1=C(C=C(C=C1)Br)OCCCCC=C)O